C[C@H](CCC(=O)SCCNC(=O)CCNC(=O)[C@@H](C(C)(C)COP(=O)(O)OP(=O)(O)OC[C@@H]1[C@H]([C@H]([C@@H](O1)N2C=NC3=C(N=CN=C32)N)O)OP(=O)(O)O)O)[C@H]4CC[C@@H]5[C@@]4([C@H](C[C@H]6[C@H]5[C@@H](C[C@H]7[C@@]6(CC[C@H](C7)O)C)O)O)C The molecule is a steroidal acyl-CoA that results from the formal condensation of the thiol group of coenzyme A with the carboxy group of cholic acid. It derives from a cholic acid. It is a conjugate acid of a choloyl-CoA(4-).